ClC=1C=C(C=CC1COC1=C(C=CC=C1)CCC(CNC=1C(=NC=2CCCCC2C1)C(=O)[O-])C1=CC=C(C=C1)C(=O)OC)C1=CC=C(C=C1)C(F)(F)F [2-(2-({[3-chloro-4'-(trifluoromethyl)biphenyl-4-yl]methoxy}phenyl)ethyl){2-[4-(methoxycarbonyl)-phenyl]ethyl}amino]-5,6,7,8-tetrahydro-chinolin-2-carboxylat